O1CCN(CC1)C(C[C@H](C(N[C@@H](CC1=CC=CC=C1)B1O[C@@]2([C@H](O1)C[C@H]1C([C@@H]2C1)(C)C)C)=O)NC(=O)C1=NC=CN=C1)=O N-((R)-4-morpholino-1,4-dioxo-1-(((R)-2-phenyl-1-((3aS,4S,6S,7aR)-3a,5,5-trimethyl-hexahydro-4,6-methanobenzo[d][1,3,2]dioxaborol-2-yl)ethyl)amino)butan-2-yl)pyrazine-2-carboxamide